OC(C)C1=CC=CC=N1 6-(oxapropan-2-yl)pyridine